2-(4,5-dichloro-6-oxopyridazin-1(6H)-yl)-N-(4-methyl-3-(N-((1-methyl-2-oxo-1,2-dihydropyridin-3-yl)methyl)sulfamoyl)phenyl)acetamide ClC=1C=NN(C(C1Cl)=O)CC(=O)NC1=CC(=C(C=C1)C)S(NCC=1C(N(C=CC1)C)=O)(=O)=O